5-benzyl-2-[(2-thienylacetyl)amino]-3-thiophenecarboxamide C(C1=CC=CC=C1)C1=CC(=C(S1)NC(CC=1SC=CC1)=O)C(=O)N